2-(5-chloro-2-fluorophenyl)-N-[4-(1-cyclopropyl-1H-pyrazol-4-yl)-3-sulfamoylphenyl]acetamide ClC=1C=CC(=C(C1)CC(=O)NC1=CC(=C(C=C1)C=1C=NN(C1)C1CC1)S(N)(=O)=O)F